(6-(4-Chloro-3-(difluoromethoxy)phenyl)-3-methylpyrazin-2-yl)methanamine ClC1=C(C=C(C=C1)C1=CN=C(C(=N1)CN)C)OC(F)F